N-(cyclobutylmethyl)-2-((8-methoxy-6-oxo-6H-benzo[c]chromen-3-yl)oxy)acetamide C1(CCC1)CNC(COC1=CC=C2C3=C(C(OC2=C1)=O)C=C(C=C3)OC)=O